CC(C)C(CC)([O-])C.[K+] potassium 2,3-dimethyl-3-pentanolate